FC1(CCC(CC1)CN1N=CC(=C1)NC(=O)C=1N=C(SC1)C=1C=NNC1)F N-{1-[(4,4-difluorocyclohexyl)methyl]-1H-pyrazol-4-yl}-2-(1H-pyrazol-4-yl)-1,3-thiazole-4-carboxamide